5-chloro-2,3-dihydrobenzofuran-3-amine hydrochloride Cl.ClC=1C=CC2=C(C(CO2)N)C1